COC(=O)C1=NC=C(N=C1Cl)OC chloro-5-methoxypyrazine-2-carboxylic acid methyl ester